OC[C@H](C(=O)OC(C)(C)C)NCC1=NNC=C1 tert-butyl (2R)-3-hydroxy-2-(1H-pyrazol-3-ylmethylamino)propanoate